O(CC)C=1C=C2C=C(COC2=CC1OC)CCC(=C)C 6-(ethoxyl)-7-methoxyl-3-(isopentenyl)-2H-chromene